ClC1=CC=C(C=C1)C=1NC2=C(C=C(C=C2C1C1CC(C1)CN)F)F (3-(2-(4-chlorophenyl)-5,7-difluoro-1H-indol-3-yl)cyclobutyl)methylamine